FC(C=1C(=C(C=CC1)[C@@H](C)NC=1C2=C(N=CN1)N1C(C(=C2)C2CCN(CC2)C=2OCC(N2)=O)=NN=C1)F)F (R)-2-(4-(4-((1-(3-(difluoromethyl)-2-fluorophenyl)ethyl)amino)-[1,2,4]triazolo[4',3':1,6]pyrido[2,3-d]pyrimidin-6-yl)piperidin-1-yl)oxazol-4(5H)-one